tert-butyl 4-oxo-3,4-dihydroquinoline-1(2H)-carboxylate O=C1CCN(C2=CC=CC=C12)C(=O)OC(C)(C)C